2-aminododecyl phosphate P(=O)(OCC(CCCCCCCCCC)N)([O-])[O-]